C(C)(C)(C)C=1C=C(C(=C(C1)NC(OC1=CC=CC=C1)=O)OC)NS(=O)(=O)CC Phenyl (5-(tert-butyl)-3-(ethylsulfonamido)-2-methoxyphenyl)carbamate